Sec-butyl-(5-ethyl-2-pyridin-2-yl-pyrimidin-4-yl)-amine C(C)(CC)NC1=NC(=NC=C1CC)C1=NC=CC=C1